(2R,6S)-2,6-dimethyl-N-{2-[(4-methyl-1H-imidazol-5-yl)methyl]-2-azaspiro[3.3]heptan-6-yl}-4-[5-(trifluoromethyl)pyrimidin-2-yl]piperazine-1-carboxamide C[C@H]1N([C@H](CN(C1)C1=NC=C(C=N1)C(F)(F)F)C)C(=O)NC1CC2(CN(C2)CC2=C(N=CN2)C)C1